FC=1C(=NC=CC1)C1=CN=C(S1)NC1=CC2=C(C=N1)N=CN2CCNC(=O)[C@H]2N(CCOC2)C(=O)OC(C)(C)C tert-butyl (3S)-3-[2-[6-[[5-(3-fluoro-2-pyridyl)thiazol-2-yl]amino]imidazo[4,5-c]pyridin-1-yl]ethylcarbamoyl]morpholine-4-carboxylate